NC1=CC=CC(=N1)N1CCC(CC1)O 1-(6-amino-pyridin-yl)piperidin-4-ol